4,8-Bis(hydroxymethyl)tricyclo[5.2.1.02,6]-decane OCC1CC2C3CC(C(C2C1)C3)CO